ClC1=NC=C(C(=N1)NC(CC)CCC)F 2-chloro-5-fluoro-N-(hexan-3-yl)pyrimidin-4-amine